ClC=1C=CC(=NC1)COC1=NN=C(S1)NC(C1=CN=C(C=C1C1=C(C=CC=C1)OC)C(C)(C)O)=O N-(5-((5-chloropyridin-2-yl)methoxy)-1,3,4-thiadiazol-2-yl)-6-(2-hydroxypropan-2-yl)-4-(2-methoxyphenyl)nicotinamide